C(=O)O.COC1=NC(=NC=C1C(=O)NC=1N=CC=2N(C1)C=C(N2)C)N(C2CCNCC2)C 4-methoxy-2-(methyl-(piperidin-4-yl)amino)-N-(2-methylimidazo[1,2-a]pyrazin-6-yl)pyrimidine-5-carboxamide formate salt